C(CCCCCCCCCCCCCCCCC)(=O)OCCOCC(OCCOC)C1OCC(C1OCCOC)OCCOC 2-[2-[3,4-bis(2-methoxyethoxy)oxolan-2-yl]-2-(2-methoxyethoxy) ethoxy]ethyl octadecanoate